tert-Butyl 3-((2-bromo-6-methylpyridin-3-yl)(4-methoxybenzyl)carbamoyl)pyrrolidine-1-carboxylate BrC1=NC(=CC=C1N(C(=O)C1CN(CC1)C(=O)OC(C)(C)C)CC1=CC=C(C=C1)OC)C